CC(CCO)C=C(CC(C)C)C 3,5,7-trimethyloctan-4-en-1-ol